C(C)(C)(C)C1=C(C=CC=C1)NC(C(=O)N[C@@H](C)C(=O)N[C@H](C(COC1=C(C(=CC(=C1F)F)F)F)=O)CC(=O)O)=O N-[2-(tert-butyl)phenyl]-2-oxoglycyl-N-[(1S)-1-(carboxymethyl)-2-oxo-3-(2,3,5,6-tetrafluorophenoxy)propyl]-L-alaninamide